C(#N)C=1C=CC(=C(C1)NS(=O)(=O)C=1C=C(C(=O)O)C=CC1CC)N1CCC(CC1)F 3-(N-(5-cyano-2-(4-fluoropiperidin-1-yl)phenyl)sulfamoyl)-4-ethylbenzoic acid